1-(p-tolyl-sulfonyl)indazole C1(=CC=C(C=C1)S(=O)(=O)N1N=CC2=CC=CC=C12)C